C(C)(=O)N1CCN(CC1)C1=NOC2=C1C=CC(=C2)N2C(NC(CC2)=O)=O 1-(3-(4-Acetylpiperazin-1-yl)benzo[d]isoxazol-6-yl)dihydropyrimidine-2,4(1H,3H)-dione